tert-butyl 2-(2-acetamidoethyl)morpholine-4-carboxylate C(C)(=O)NCCC1CN(CCO1)C(=O)OC(C)(C)C